C1(=CC=C(C=C1)C1=NOC(=N1)[C@H](C)N1C(OC2=C(C1=O)N=CC=C2OC)=O)C2=CC=CC=C2 (S)-3-(1-(3-([1,1'-biphenyl]-4-yl)-1,2,4-oxadiazol-5-yl)ethyl)-8-methoxy-2H-pyrido[2,3-e][1,3]oxazine-2,4(3H)-dione